FCCCCCCCCCCC=CCCCCCCCCCCF 1,22-difluoro-11-docosene